2-chloro-N-cyclopropyl-5-(1-(2,6-dichloro-4-(perfluoropropan-2-yl)phenyl)-1H-pyrazol-4-yl)-N-(1,1-dimethoxypropan-2-yl)nicotinamide ClC1=C(C(=O)N(C(C(OC)OC)C)C2CC2)C=C(C=N1)C=1C=NN(C1)C1=C(C=C(C=C1Cl)C(C(F)(F)F)(C(F)(F)F)F)Cl